[C-]1(C=CC=C1)C(=CC=CC(=O)O)C(=O)O.[CH-]1C=CC=C1.[Fe+2] ferrocenyl-butadiene-1,4-dicarboxylic acid